C1(CCC1)NC(NC=1C=C(C2=C(N=C(N=C2)SC)N1)C#C[Si](C(C)C)(C(C)C)C(C)C)=O 3-cyclobutyl-1-[2-(methylsulfanyl)-5-[2-(triisopropylsilyl)ethynyl]pyrido[2,3-d]pyrimidin-7-yl]urea